4-((4'-((3-(2,6-dichlorophenyl)-5-isopropylisoxazol-4-yl)methoxy)-[1,1'-biphenyl]-3-yl)methoxy)benzoic acid ClC1=C(C(=CC=C1)Cl)C1=NOC(=C1COC1=CC=C(C=C1)C1=CC(=CC=C1)COC1=CC=C(C(=O)O)C=C1)C(C)C